NC=1C=2N(C=CN1)C(=NC2C2=CC=C(C=C2)OCC2=CC=C(C=C2)F)[C@H]2N(CCC2)C(=O)OC(C)(C)C tert-butyl (S)-2-(8-amino-1-(4-((4-fluorobenzyl)oxy)phenyl)imidazo[1,5-a]pyrazin-3-yl)pyrrolidine-1-carboxylate